N-(2-(Azetidin-1-ylmethyl)benzyl)-N-(2-oxo-2-((2'-oxo-1,1',2',3-tetrahydrospiro[indene-2,3'-pyrrolo[2,3-b]pyridin]-5-yl)amino)ethyl)cyclopentanecarboxamide N1(CCC1)CC1=C(CN(C(=O)C2CCCC2)CC(NC=2C=C3CC4(C(NC5=NC=CC=C54)=O)CC3=CC2)=O)C=CC=C1